O.[2H][C@](C)(C1=C(C(=CC(=C1)F)Cl)COC=1C=CC=C2C(=CC(=NC12)C)C1=NC=NN1C)NC(COC(F)F)=O (S)-N-(1-deutero-1-(3-chloro-5-fluoro-2-((2-methyl-4-(1-methyl-1H-1,2,4-triazol-5-yl)quinolin-8-yloxy)methyl)phenyl)ethyl)-2-(difluoromethoxy)acetamide monohydrate